3-(4-Cyclobutoxyphenylmethyl)-1-((1-cyclopropylpyrrolidin-3-yl)methyl)-1-(4-fluorophenylmethyl)urea C1(CCC1)OC1=CC=C(C=C1)CNC(N(CC1=CC=C(C=C1)F)CC1CN(CC1)C1CC1)=O